The molecule is an alkyl-gibberellin that is gibberellin A1 carrying an extra methyl substituent at position 2beta (3beta using gibbane skeletal numbering). C[C@H]1C[C@@]23[C@@H]4CC[C@@]5(C[C@]4(CC5=C)[C@H]([C@@H]2[C@@]([C@H]1O)(C(=O)O3)C)C(=O)O)O